di-tertiary butyl-disilane tert-butyl-(5-(6-(cyclopropanecarboxamido)-1-((2-(trimethylsilyl)ethoxy)methyl)-1H-pyrrolo[2,3-b]pyridin-3-yl)-4-methoxypyridin-2-yl)(methyl)carbamate C(C)(C)(C)OC(N(C)C1=NC=C(C(=C1)OC)C1=CN(C2=NC(=CC=C21)NC(=O)C2CC2)COCC[Si](C)(C)C)=O.C(C)(C)(C)[SiH]([SiH3])C(C)(C)C